ethyl (3R)-3-(1,4-dimethyl-1H-benzotriazole-5-yl)-3-{7-[(7'-hydroxy-3'H-spiro[cyclopropane-1,2'-pyrido[2,3-f][1,4]oxazepine]-4'(5'H)-yl)methyl]-1-benzothiophen-5-yl}propanoate CN1N=NC2=C1C=CC(=C2C)[C@H](CC(=O)OCC)C=2C=C(C1=C(C=CS1)C2)CN2CC1(OC3=C(C2)N=C(C=C3)O)CC1